(4S)-6-((E)-4-((1-acetylpyrrolidin-3-yl)amino)but-2-enoyl)-4-(2-(1-ethyl-3-(trifluoromethyl)-1H-pyrazol-4-yl)-3-fluorophenyl)-4,5,6,7-tetrahydrothieno[2,3-c]pyridine-2-carbonitrile C(C)(=O)N1CC(CC1)NC/C=C/C(=O)N1CC2=C([C@@H](C1)C1=C(C(=CC=C1)F)C=1C(=NN(C1)CC)C(F)(F)F)C=C(S2)C#N